N1(C=NC=C1)C=1C=C(C(=O)NC2C3CCCC3C2OC)C=CN1 2-(1H-imidazol-1-yl)-N-(7-methoxybicyclo[3.2.0]heptan-6-yl)isonicotinamide